SCCSCCCCCCCCSCCSCCCCCCCC 1,4,13,16-tetrathiatetracosane